NC1=C(C(C2=C(N=C3N(C2=O)CCS3)O1)C1=CC=CC3=CC=CC=C13)C#N 8-amino-6-(naphthalen-1-yl)-5-oxo-2,3-dihydro-5H,6H-pyrano[2,3-d][1,3]thiazolo[3,2-a]pyrimidine-7-carbonitrile